Methyl 4-(tert-butyl)-6-chloropyrimidine-2-carboxylate C(C)(C)(C)C1=NC(=NC(=C1)Cl)C(=O)OC